N-(1-METHYL-1H-PYRAZOLO[3,4-C]PYRIDIN-7-YL)-1-(2-(TRIFLUOROMETHYL)PYRIDIN-4-YL)-1H-PYRAZOLE-4-SULFONAMIDE CN1N=CC=2C1=C(N=CC2)NS(=O)(=O)C=2C=NN(C2)C2=CC(=NC=C2)C(F)(F)F